C1=CC=CC=2C3=CC=CC=C3N(C12)C1=C(C(=C(C(=C1N1C2=CC=CC=C2C=2C=CC=CC12)N1C2=CC=CC=C2C=2C=CC=CC12)N1C2=CC=CC=C2C=2C=CC=CC12)C1=NC(=NC(=N1)C1=CC=CC=C1)C1=CC=CC=C1)C=1OC2=C(N1)C=CC=C2 2-(2,3,4,5-tetra(9H-carbazol-9-yl)-6-(4,6-diphenyl-1,3,5-triazin-2-yl)phenyl)benzo[d]oxazole